ClC1=C(C=CC=C1Cl)SC=1N=CC(=NC1C)C1(CC(CC1)N)N 1-(5-((2,3-dichlorophenyl)thio)-6-methylpyrazin-2-yl)cyclopentane-1,3-diamine